N-[5-[3-[(2R)-2-amino-2-phenyl-propoxy]-5-methyl-isoxazol-4-yl]pyrazolo[1,5-a]pyridin-2-yl]cyclopropanecarboxamide N[C@](COC1=NOC(=C1C1=CC=2N(C=C1)N=C(C2)NC(=O)C2CC2)C)(C)C2=CC=CC=C2